8-fluoro-N-(1-((1R,2S)-2-fluorocyclopropyl)-2-oxo-1,2-dihydropyridin-3-yl)-7-isopropoxy-2-(1-methyl-2-oxabicyclo[2.1.1]hexan-4-yl)imidazo[1,2-a]pyridine-6-carboxamide FC=1C=2N(C=C(C1OC(C)C)C(=O)NC=1C(N(C=CC1)[C@H]1[C@H](C1)F)=O)C=C(N2)C21COC(C2)(C1)C